(R)-tert-butyl 2-(1-((4-(trifluoromethoxy)phenyl)sulfonamido)cyclopropyl)pyrrolidine-1-carboxylate FC(OC1=CC=C(C=C1)S(=O)(=O)NC1(CC1)[C@@H]1N(CCC1)C(=O)OC(C)(C)C)(F)F